dichloro(2-methoxyphenyl)phosphine ClP(C1=C(C=CC=C1)OC)Cl